(1S,4r)-4-(3-(((R)-2-(2-Fluorophenyl)-2-hydroxyethyl)amino)-3-methyl-butyl)cyclohexan-1-ol FC1=C(C=CC=C1)[C@H](CNC(CCC1CCC(CC1)O)(C)C)O